N(=[N+]=[N-])CC(=O)N[C@@H](CC1=CC=C(C=C1)O)C(=O)O N-azIdoacetyl-L-tyrosine